2-(1-(oxetan-3-yl)piperidin-4-yl)-1,3,4-thiadiazole O1CC(C1)N1CCC(CC1)C=1SC=NN1